(4-(7-(cyclohexyloxy)-8-fluoro-1,3,4,5-tetrahydro-2H-benzo[c]azepin-2-yl)-2,6-dimethylphenyl)-3,3-dimethylbutyramide C1(CCCCC1)OC1=CC2=C(CN(CCC2)C2=CC(=C(C(=C2)C)C(C(=O)N)C(C)(C)C)C)C=C1F